FC=1C=NC(=NC1)O[C@@H]1CN(C[C@H]1OCC1=CC=C(C=C1)C(F)(F)F)C(C=C)=O trans-1-(3-((5-fluoropyrimidin-2-yl)oxy)-4-((4-(trifluoromethyl)benzyl)oxy)pyrrolidin-1-yl)prop-2-en-1-one